(3aR,6aR)-2,2-dimethyl-2H,3aH,4H,6aH-cyclopenta[d][1,3]dioxol-4-one CC1(O[C@@H]2[C@H](O1)C=CC2=O)C